C[C@@H]1CN(CC[C@@H]1NC1=NN2C(C=NC(=C2N2CCCCC2)C=2C=NNC2)=N1)S(=O)(=O)C N-((3R,4S)-3-Methyl-1-(methylsulfonyl)piperidin-4-yl)-5-(piperidin-1-yl)-6-(1H-pyrazol-4-yl)-[1,2,4]triazolo[1,5-a]pyrazin-2-amine